FC1=CC=C(C=N1)NC(=O)C1CC1 N-(6-fluoropyridin-3-yl)cyclopropanecarboxamide